ClC=1C=NC(=NC1)CN1C(=NC(=C1)C(F)(F)F)C=1C=NC(=C(C1)F)Cl 5-CHLORO-2-[[2-(6-CHLORO-5-FLUORO-3-PYRIDYL)-4-(TRIFLUOROMETHYL)IMIDAZOL-1-YL]METHYL]PYRIMIDINE